ClC=1C(=C(NC2=C(NC3=C2C(NCC3)=O)C3=C(C=NC=C3)OC[C@@H]3N(CCOC3)C)C=CC1)OC 3-(3-Chloro-2-methoxyanilino)-2-(3-{[(3R)-4-methylmorpholin-3-yl]methoxy}pyridin-4-yl)-1,5,6,7-tetrahydro-4H-pyrrolo[3,2-c]pyridin-4-one